ClC=1C2=C(N=CN1)N(C(=C2)C2=NC=C(C=N2)N)COCC[Si](C)(C)C 2-(4-chloro-7-((2-(trimethylsilyl)ethoxy)methyl)-7H-pyrrolo[2,3-d]pyrimidin-6-yl)pyrimidin-5-amine